5-(4-Cyclohexylphenyl)-3-((2R,3R)-3-(fluoromethyl)-2-methylazetidine-1-carbonyl)-2-(pyrazin-2-yl)pyrazolo[1,5-a]pyrimidin-7(4H)-one C1(CCCCC1)C1=CC=C(C=C1)C=1NC=2N(C(C1)=O)N=C(C2C(=O)N2[C@@H]([C@@H](C2)CF)C)C2=NC=CN=C2